O1CCC(=CC1)C=1C=C(SC1)CC(=O)NC1=NC=C(C=C1)C1=NC=CN=C1 2-[4-(3,6-dihydro-2H-pyran-4-yl)-2-thienyl]-N-(5-pyrazin-2-yl-2-pyridyl)acetamide